(S)-2-(2-((4-(2-(4-chloro-2-fluorophenyl)-2-methylbenzo[d][1,3]dioxol-4-yl)piperidin-1-yl)methyl)-5-(5-(trifluoromethyl)-4H-1,2,4-triazol-3-yl)pyridin-3-yl)acetic acid ClC1=CC(=C(C=C1)[C@@]1(OC2=C(O1)C=CC=C2C2CCN(CC2)CC2=NC=C(C=C2CC(=O)O)C2=NN=C(N2)C(F)(F)F)C)F